(R)-7-((6-((dimethylamino)methyl)-5-(1-hydroxyethyl)pyridin-2-yl)amino)-4-(7-fluoroimidazo[1,2-a]pyridin-3-yl)isoindolin-1-one CN(C)CC1=C(C=CC(=N1)NC=1C=CC(=C2CNC(C12)=O)C1=CN=C2N1C=CC(=C2)F)[C@@H](C)O